1-(4-(Pyridin-2-ylsulfonyl)phenyl)-3-(pyridin-4-ylmethyl)urea N1=C(C=CC=C1)S(=O)(=O)C1=CC=C(C=C1)NC(=O)NCC1=CC=NC=C1